COC1=CC(=C(C=C1)NC(CC(C)=O)=O)C N-(4-methoxy-2-methylphenyl)-3-oxobutanamide